(S)-6-chloro-2-(1-cyclopropylethyl)-4-(methylthio)-1H-pyrrolo[3,4-c]pyridin-3(2H)-one ClC1=CC2=C(C(=N1)SC)C(N(C2)[C@@H](C)C2CC2)=O